FC(C=1C=CC(=NC1)CNN1CCCC1)(F)F N-[[5-(trifluoromethyl)-2-pyridyl]methyl]pyrrolidin-1-amine